di-n-butoxy di(ethyl acetoacetate) titanium [Ti].C(C)CC(CC(=O)OOCCCC)=O.C(C)CC(CC(=O)OOCCCC)=O